7-cyclopentyl-N,N-dimethyl-2-[(5-piperazin-1-ylpyridin-2-yl)amino]pyrrolo-[2,3-d]pyrimidine-6-carboxamide C1(CCCC1)N1C(=CC2=C1N=C(N=C2)NC2=NC=C(C=C2)N2CCNCC2)C(=O)N(C)C